3-(Cyclohepta-2,4,6-trien-1-yl)propionic acid C1(C=CC=CC=C1)CCC(=O)O